1-carbamimidoyl-azetidine-2-carboxylic acid C(N)(=N)N1C(CC1)C(=O)O